BrC=1C=C2C=NC(=NC2=CC1C(F)(F)P(OCC)(O)=O)NCCCC(C)(F)F ethyl hydrogen ((6-bromo-2-((4,4-difluoropentyl)amino)quinazolin-7-yl)difluoromethyl)phosphonate